tert-butyl-4-(2-aminoethyl)piperazine-1-carboxylic acid methyl ester (tert-butyl 4-(2-aminoethyl) piperazine-1-carboxylate) C(C)(C)(C)C1N(CCN(C1)CCN)C(=O)O.COC(=O)N1C(CN(CC1)CCN)C(C)(C)C